Ethyl 4-(1-(4-ethynylphenyl) ethoxy)-5-(methyl carbamoyl)-1H-pyrrole-2-carboxylate C(#C)C1=CC=C(C=C1)C(C)OC=1C=C(NC1C(NC)=O)C(=O)OCC